NC(C(CCC(=O)OC(C)(C)C)O)=O 1-amino-5-(tert-butoxy)-1,5-dioxopentyl alcohol